N-(2-(2-tert-butyl-5-methylphenoxy)-4-chlorophenyl)-1-methyl-3-trifluoromethyl-1H-pyrazole-4-carboxamide C(C)(C)(C)C1=C(OC2=C(C=CC(=C2)Cl)NC(=O)C=2C(=NN(C2)C)C(F)(F)F)C=C(C=C1)C